(S)-3-methyl-2-oxopentanoic acid C[C@H](C(C(=O)O)=O)CC